2-((5-(6-chloro-4-fluoropyridin-3-yl)pyrazin-2-yl)oxy)-N,N-dimethylethan-1-amine ClC1=CC(=C(C=N1)C=1N=CC(=NC1)OCCN(C)C)F